C1(=CC=CC=C1)C1=NN=C(S1)CNC(=O)C=1C(=NNC1)C(F)(F)F N-[(5-phenyl-1,3,4-thiadiazol-2-yl)methyl]-3-(trifluoromethyl)-1H-pyrazole-4-carboxamide